(2,4-bis(trifluoromethyl)phenyl)(cyclopropyl)methanol FC(C1=C(C=CC(=C1)C(F)(F)F)C(O)C1CC1)(F)F